C(C)(C)(C)C1=CC=2C(C3=CC(=CC(=C3OC2C(=C1)P(C1=CC=CC=C1)C1=CC=CC2=C1OC1=C2C=CC=C1)P(C1=CC=CC=C1)C1=CC=CC2=C1OC1=C2C=CC=C1)C(C)(C)C)(C)C (1S,1'S)-(-)-(2,7-di-tert.-butyl-9,9-dimethyl-9H-xanthen-4,5-diyl)bis((dibenzo[b,d]-furan-4-yl)(phenyl)phosphine)